3-cyclobutylpiperidin-2-one C1(CCC1)C1C(NCCC1)=O